p-hydroxyethyl-phenol OCCC1=CC=C(C=C1)O